2-[(2S)-4-[7-(8-chloro-1-naphthyl)-2-[[(2S)-1-methylpyrrolidin-2-yl]methoxy]-6,8-dihydro-5H-pyrido[3,4-d]pyrimidin-4-yl]-2-(cyanomethyl)piperazine-1-carbonyl]allylmethanesulfonate ClC=1C=CC=C2C=CC=C(C12)N1CC=2N=C(N=C(C2CC1)N1C[C@@H](N(CC1)C(=O)C(CCS(=O)(=O)[O-])=C)CC#N)OC[C@H]1N(CCC1)C